1-[4-(6-methylpyridazin-3-yl)phenyl]methylamine CC1=CC=C(N=N1)C1=CC=C(C=C1)CN